5-[2-(2-{[(2-fluorophenyl)(methyl)oxo-λ6-sulfanylidene]-amino}phenyl)ethynyl]pyridine-2-carboxylic acid FC1=C(C=CC=C1)S(=O)(C)=NC1=C(C=CC=C1)C#CC=1C=CC(=NC1)C(=O)O